N1C(=CC2=CC=CC=C12)CC(C(=O)O)=O.NC=1SC(=CC1C(C)=O)C 1-(2-amino-5-methylthiophene-3-yl)ethan-1-one Indolepyruvate